FC1=C(C(=CC=C1OCCNCCCF)F)C1N([C@@H](CC2=C1NC1=CC=C(C=C21)F)C)CC(CO)(F)F 3-((17R,3R)-1-(2,6-difluoro-3-(2-((3-fluoropropyl)amino)ethoxy)phenyl)-6-fluoro-3-methyl-1,3,4,9-tetrahydro-2H-pyrido[3,4-b]indol-2-yl)-2,2-difluoropropan-1-ol